tert-butyl (4-(5-(trifluoromethyl)-1,2,4-oxadiazol-3-yl)benzyl)carbamate FC(C1=NC(=NO1)C1=CC=C(CNC(OC(C)(C)C)=O)C=C1)(F)F